4-((1-((5,5-dimethyl-1,3-dioxan-2-yl)methyl)-1H-1,2,3-triazol-4-yl)(methyl)amino)benzonitrile CC1(COC(OC1)CN1N=NC(=C1)N(C1=CC=C(C#N)C=C1)C)C